(1R,4R)-N4-{2-[3-({2-methoxy-4-[(4-methylpiperazin-1-yl)sulfonyl]phenyl}amino)prop-1-yn-1-yl]-1-(2,2,2-trifluoroethyl)-1H-indol-4-yl}-N1,N1-dimethylcyclohexane-1,4-diamine COC1=C(C=CC(=C1)S(=O)(=O)N1CCN(CC1)C)NCC#CC=1N(C2=CC=CC(=C2C1)NC1CCC(CC1)N(C)C)CC(F)(F)F